methyl(tert-butoxycarbonyl)-L-serinate CN([C@@H](CO)C(=O)[O-])C(=O)OC(C)(C)C